C1=CC=CC=2C3=CC=CC=C3C(C12)COC(=O)N[C@@H](CC1=CC=CC=C1)C(=O)O (((9H-fluorene-9-yl)methoxy)carbonyl)-L-phenylalanine